ClC=1C=C(N)C=C(C1C)OC(F)(F)F 3-chloro-4-methyl-5-(trifluoromethoxy)aniline